OC(=O)C(F)(F)F.F[C@@H]1CN(CC[C@@H]1CC1=CC=C(C=C1)C=1C=NC2=CC=CC=C2C1)C(CC)=O 1-[cis-3-Fluoro-4-(4-quinolin-3-yl-benzyl)-piperidin-1-yl]-propan-1-one TFA salt